bis(hydroxypropyl)amine OCCCNCCCO